Cl.NC=1C=C(C=CC1)NC1C(NC(CC1)=O)=O 3-((3-aminophenyl)amino)piperidine-2,6-dione hydrochloride